O=C(O)[C@@H](N)CC1=CC=C(O)C(O)=C1 |r| racemic-DOPA